C(C)OC(CNC1=NC(=NN2C1=NC=C2C(F)(F)F)S(=O)(=O)C)=O [2-(methylsulfonyl)-7-(trifluoromethyl)imidazo[2,1-f][1,2,4]triazin-4-yl]glycine ethyl ester